2-(2-(6-(difluoromethyl)imidazo[1,2-a]pyrazin-3-yl)pyrimidin-4-yl)-2,8-diazaspiro[4.5]decane-8-carboxylic acid tert-butyl ester C(C)(C)(C)OC(=O)N1CCC2(CCN(C2)C2=NC(=NC=C2)C2=CN=C3N2C=C(N=C3)C(F)F)CC1